ClC1=CC=C(C=C1)N1N=CC(=C1CN(CC(=O)OC)CC1=C(C=C(C=C1)OC)OC)C(=O)OCC ethyl 1-(4-chlorophenyl)-5-(((2,4-dimethoxybenzyl)(2-methoxy-2-oxoethyl)amino)methyl)-1H-pyrazole-4-carboxylate